(1S,3R,4S,5R)-3-((5-chloro-4-(7'-fluoro-2'-(2-hydroxypropan-2-yl)spiro[cyclopentane-1,3'-indol]-5'-yl)pyrimidin-2-yl)amino)-6,8-dioxabicyclo[3.2.1]octan-4-ol ClC=1C(=NC(=NC1)N[C@@H]1C[C@H]2CO[C@@H]([C@H]1O)O2)C=2C=C1C3(C(=NC1=C(C2)F)C(C)(C)O)CCCC3